(1R,2S)-2-(3-formylphenyl)cyclopropane-1-carboxylic acid C(=O)C=1C=C(C=CC1)[C@@H]1[C@@H](C1)C(=O)O